C(C)(C)(C)N1C[C@@H](CCC1)C=1NC2=C(C(=NC=3C=C(C=CC23)C2=NNC=C2)N)N1 tert-butyl-(R)-3-(4-amino-7-(1H-pyrazol-3-yl)-1H-imidazo[4,5-c]quinolin-2-yl)piperidine